BrC1=CC=2C(C3=CC(=CC=C3C2C=C1)Br)(F)F 2,7-Dibromo-9,9-difluorofluorene